NC[C@@H](CCO)CNC=1N=NC(=CN1)C |r| rac-4-amino-3-(((6-methyl-1,2,4-triazin-3-yl)amino)methyl)butan-1-ol